C(C1=CC=CC=C1)O[C@@H]1C[C@@]2(N(C=3C(=NN=C(C3)C3=C(C(=CC=C3)F)OC)NC2=O)C1)C(F)F (6aS,8R)-8-(benzyloxy)-6a-(difluoromethyl)-2-(3-fluoro-2-methoxyphenyl)-6a,7,8,9-tetrahydropyrrolo[1',2':4,5]pyrazino[2,3-c]pyridazin-6(5H)-one